lithium 3,5-dimethyl-2-(methoxymethoxy)-1,1'-biphenyl CC=1C(=C(C=C(C1)C)C1=CC=CC=C1)OCOC.[Li]